FCCC1CN(CC1)C(=O)N[C@H](C(=O)N1[C@@H]([C@H]2C([C@H]2C1)(C)C)C(=O)OC)C(C)(C)C methyl (1R,2S,5S)-3-[(2S)-2-[[3-(2-fluoroethyl)pyrrolidine-1-carbonyl]amino]-3,3-dimethyl-butanoyl]-6,6-dimethyl-3-azabicyclo[3.1.0]hexane-2-carboxylate